2-chlorobutyl-pyridine ClC(CC1=NC=CC=C1)CC